C(C)(C)(C)OC(=O)NC=1C=C(C=CC1)CN(CC(=O)O)C(=O)OCC1C2=CC=CC=C2C=2C=CC=CC12 2-{[(3-{[(tert-butoxy)carbonyl]amino}phenyl)methyl]({[(9H-fluoren-9-yl)methoxy]carbonyl})amino}acetic acid